(3-acryloyloxypropyl)dimethyl-methoxysilane C(C=C)(=O)OCCC[Si](OC)(C)C